C1CCC(C1)N2C3=NC=NC(=C3C(=N2)C4=CN=C5C(=C4)C=CN5)N The molecule is a pyrazolopyrimidine that is 1H-pyrazolo[3,4-d]pyrimidine which is substituted by a cyclopentyl, 1H-pyrrolo[2,3-b]pyridin-5-yl, and amino groups at positions 1, 3 and 4, respectively. It is a dual inhibitor of tyrosine and phosphoinositide kinases and exhibits anti-cancer properties. It has a role as an EC 2.7.1.137 (phosphatidylinositol 3-kinase) inhibitor, a tyrosine kinase inhibitor and an antineoplastic agent. It is a pyrazolopyrimidine, a pyrrolopyridine, a member of cyclopentanes and an aromatic amine.